(3Z)-1-bromo-7,7-dimethoxy-3-heptene BrCC\C=C/CCC(OC)OC